N-hydroxymethyl-glycine ammonium salt [NH4+].OCNCC(=O)[O-]